C1(CC1)CN1CCC(CC1)N1CCC(CC1)C=1C=C(C=2N(C1)C=C(N2)C2=CC=C(C=C2)S(=O)(=O)C)F 6-(1'-(cyclopropylmethyl)-[1,4'-bipiperidin]-4-yl)-8-fluoro-2-(4-(methylsulfonyl)phenyl)imidazo[1,2-a]pyridine